Dibromohydantoin C1(=O)C(NC(=O)N1)(Br)Br